(2R,4S)-N-((S,E)-1-(methylsulfonyl)pent-1-en-3-yl)-2-phenyl-4-(trifluoromethyl)piperidine-1-carboxamide tert-butyl-(R)-3-(2-oxoimidazolidin-1-yl)piperidine-1-carboxylate C(C)(C)(C)OC(=O)N1C[C@@H](CCC1)N1C(NCC1)=O.CS(=O)(=O)\C=C\[C@H](CC)NC(=O)N1[C@H](C[C@H](CC1)C(F)(F)F)C1=CC=CC=C1